FC=1C=C(C=C(C1)C(F)(F)F)C1=CC(=C2C(=N1)N=C(N2)C2=NC=C(N=C2)N2CCN(CC2)CC2=NN=NN2)N(C)CC2(CCC2)COC 5-[3-Fluoro-5-(trifluoromethyl)phenyl]-N-{[1-(methoxymethyl)cyclobutyl]methyl}-N-methyl-2-(5-{4-[(1H-tetrazol-5-yl)methyl]piperazin-1-yl}pyrazin-2-yl)-1H-imidazo[4,5-b]pyridin-7-amin